1-((1R,5R)-6-(7-(5-chloroisoquinolin-4-yl)-8-fluoro-2-(((S)-1-methylpyrrolidin-2-yl)methoxy)quinazolin-4-yl)-2,6-diazabicyclo[3.2.0]hept-2-yl)-2-fluoroprop-2-en-1-one ClC1=C2C(=CN=CC2=CC=C1)C1=CC=C2C(=NC(=NC2=C1F)OC[C@H]1N(CCC1)C)N1[C@@H]2CCN([C@@H]2C1)C(C(=C)F)=O